N-ethyl-2-(5-fluoro-1H-indol-3-yl)-N-methylethan-1-amine Hemimalate C(C(O)CC(=O)O)(=O)O.C(C)N(CCC1=CNC2=CC=C(C=C12)F)C.C(C)N(CCC1=CNC2=CC=C(C=C12)F)C